C1(=CC=C(C=C1)C1=C2C=CC=CC2=C(C2=C(C3=CC=CC=C3C(=C12)C1=CC=CC=C1)C1=CC=CC=C1)C1=CC=C(C=C1)C1=CC=CC=C1)C1=CC=CC=C1 5,12-bis(1,1'-biphenyl-4-yl)-6,11-diphenylnaphthacene